C(C)(=O)NC1=NN2C(N=CC=C2)=C1C(=O)N[C@@H](C)C=1N(C(C2=C(C=CC=C2C1)C#CC1=C2N(N=C1)CCC2)=O)C2=CC=CC=C2 (S)-2-acetamido-N-(1-(8-((5,6-dihydro-4H-pyrrolo[1,2-b]pyrazol-3-yl)ethynyl)-1-oxo-2-phenyl-1,2-dihydroisoquinolin-3-yl)ethyl)pyrazolo[1,5-a]pyrimidine-3-carboxamide